C(CC)N1C(NC(C1=O)=O)=S 3-propyl-2-thioxoimidazolidine-4,5-dione